[N+](=O)([O-])C1=CC=C(C=C1)N1C(C2=CC=CC=C2C=N1)=O 2-(4-nitrophenyl)-2,3-naphthyridin-1-one